ClC1=CC=CC=2C(N([C@H]3C=4N([C@@H](C21)C3)C3=C(N4)C=CC(=C3)C=3C=NC=NC3)C([2H])([2H])[2H])=O 5-((7R,14R)-1-chloro-6-(methyl-d3)-5-oxo-5,6,7,14-tetrahydro-7,14-methanobenzo[f]benzo[4,5]imidazo[1,2-a][1,4]diazocin-11-yl)pyrimidin